tert-butyl-3-(6-amino-3-methylpyridin-2-yl)benzoate C(C)(C)(C)OC(C1=CC(=CC=C1)C1=NC(=CC=C1C)N)=O